copper tetrakis[4-(ethylacryloxy)phenyl]porphyrin Isopropyl-(2S)-2-[[[(1R)-2-(6-aminopurin-9-yl)-1-methyl-ethoxy]methyl-phenoxy-phosphoryl]amino]propanoate C(C)(C)[C@](C(=O)[O-])(C)NP(=O)(OC1=CC=CC=C1)CO[C@@H](CN1C2=NC=NC(=C2N=C1)N)C.C(C)C=CC(=O)OC1=CC=C(C=C1)C1=C2C=CC(C(=C3C=CC(=C(C=4C=CC(=C(C5=CC=C1N5)C5=CC=C(C=C5)OC(C=CCC)=O)N4)C4=CC=C(C=C4)OC(C=CCC)=O)N3)C3=CC=C(C=C3)OC(C=CCC)=O)=N2.[Cu+2].C(C)(C)[C@](C(=O)[O-])(C)NP(=O)(CO[C@@H](CN2C3=NC=NC(=C3N=C2)N)C)OC2=CC=CC=C2